C(CC)OCCNC(N)=O 3-(2-propoxyethyl)urea